CC1=C(C(=CC=C1)C)NC(\C=C\C1=CC2=C(N(C(N2)=O)C)C=C1)=O (E)-N-(2,6-dimethylphenyl)-3-(1-methyl-2-oxo-2,3-dihydro-1H-benzo[d]imidazol-5-yl)acrylamide